Phenyl (4-{4-[(4-hydroxyphenyl)(methyl)carbamoyl]-1,5-dimethyl-1H-pyrrol-2-yl}-3-{[(3R)-3-methyl-3,4-dihydroisoquinolin-2(1H)-yl]carbonyl}benzyl)carbamate OC1=CC=C(C=C1)N(C(=O)C=1C=C(N(C1C)C)C1=C(C=C(CNC(OC2=CC=CC=C2)=O)C=C1)C(=O)N1CC2=CC=CC=C2C[C@H]1C)C